C(C)(C)C(C(C)C)(C)NC(=O)C1=CC2=C(OCO2)C=C1 N-(1-isopropyl-1,2-dimethylpropyl)-1,3-benzodioxole-5-carboxamide